FC(S(=O)(=O)OC=1C=2CCC2C=CC1C(C)C)(F)F 3-isopropylbicyclo[4.2.0]octa-1(6),2,4-trien-2-yl trifluoromethanesulfonate